(2s,4s)-4-((3,4-difluorobenzyl)(methyl)amino)pyrrolidine-2-carboxylic acid FC=1C=C(CN([C@H]2C[C@H](NC2)C(=O)O)C)C=CC1F